N-(6-azidobenzo[d]thiazol-2-yl)-2-(trifluoromethyl)thiazole-5-carboxamide N(=[N+]=[N-])C1=CC2=C(N=C(S2)NC(=O)C2=CN=C(S2)C(F)(F)F)C=C1